Cl.Cl.N[C@H](C(=O)OC)CCS(=O)(=O)Cl methyl (S)-2-amino-4-(chlorosulfonyl)butanoate dihydrochloride